4-[3-Hydroxy-6-(2-fluoro-benzyl)-pyridin-2-yl]-4-oxo-butyric acid ethyl ester C(C)OC(CCC(=O)C1=NC(=CC=C1O)CC1=C(C=CC=C1)F)=O